C(C)(C)(C)NC([O-])=O tert.-Butylcarbamate